(4,5-dichloro-6-oxopyridazin-1(6H)-yl)methanesulfonyl chloride ClC=1C=NN(C(C1Cl)=O)CS(=O)(=O)Cl